4-((2-(3-((4-(methylsulfonyl)-2-(2,2,2-trifluoroethoxy)phenyl)amino)prop-1-yn-1-yl)-1-(2,2,2-trifluoroethyl)-1H-indol-4-yl)amino)tetrahydro-2H-thiopyran 1,1-dioxide CS(=O)(=O)C1=CC(=C(C=C1)NCC#CC=1N(C2=CC=CC(=C2C1)NC1CCS(CC1)(=O)=O)CC(F)(F)F)OCC(F)(F)F